C(C)(C)C(C(=O)O)CC(=O)O.CON1C=C(C2=CC=CC=C12)C1=NC=NC=C1C(=O)O 4-(1-methoxy-1H-indol-3-yl)pyrimidine-5-carboxylic acid isopropyl-succinate